N-n-butyl-N-propylpropanamide C(CCC)N(C(CC)=O)CCC